NCCNC1=C2C(N(C(C2=CC=C1)=O)C1C(N(C(CC1)=O)C)=O)=O 4-((2-aminoethyl)amino)-2-(1-methyl-2,6-dioxopiperidin-3-yl)isoindoline-1,3-dione